COC=1C=C(CN2C(N3C(C4=C2C=C(C=N4)N4CCOCC4)=NC(=C3C)C(C)C)=O)C=C(C1)OC 6-(3,5-dimethoxybenzyl)-3-methyl-8-(morpholin-4-yl)-2-(propan-2-yl)imidazo[1,2-c]pyrido[2,3-e]pyrimidin-5(6H)-one